FC(C1=CC=C(C=C1)C=1NC(C2=C(N1)CCSC2)=O)(F)F 3,5,7,8-Tetrahydro-2-[4-(trifluoromethyl)phenyl]-4H-thiopyrano[4,3-d]pyrimidin-4-one